5,6,8,9,12,13-Hexahydro-2H,11H-1,7,10,16,4,13-benzotetraoxadiazacyclooctadecine-3,14(4H,15H)-dione O1CC(NCCOCCOCCNC(COC2=C1C=CC=C2)=O)=O